FC1(CCCCC1)CN1C(=NC2=C1C=CC=C2)NC2=CC=C(C(=O)NO)C=C2 4-((1-((1-fluorocyclohexyl)methyl)-1H-benzo[d]imidazol-2-yl)amino)-N-hydroxybenzamide